2-(1-(4-(benzyloxy)phenyl)ethyl)-10H-phenothiazine C(C1=CC=CC=C1)OC1=CC=C(C=C1)C(C)C1=CC=2NC3=CC=CC=C3SC2C=C1